Cyclopentyl-4-[(4R)-4-[(1R,3aS,3bR,5aS,7S,9aS,9bS,11aR)-7-hydroxy-9a,11a-dimethyl-hexadecahydro-1H-cyclopenta[a]phenanthren-1-yl]pentanoyl]piperazine-1-carboxylate C1(CCCC1)OC(=O)N1CCN(CC1)C(CC[C@@H](C)[C@H]1CC[C@@H]2[C@@]1(CC[C@@H]1[C@]3(CC[C@@H](C[C@@H]3CC[C@@H]21)O)C)C)=O